(R)-N-((3-CHLORO-5-FLUORO-4-(((R)-4-(3-FLUOROAZETIDIN-1-YL)-1-(4-FLUOROPHENOXY)BUTAN-2-YL)OXY)PHENYL)SULFONYL)-2-METHYLTETRAHYDRO-2H-PYRAN-2-CARBOXAMIDE ClC=1C=C(C=C(C1O[C@@H](COC1=CC=C(C=C1)F)CCN1CC(C1)F)F)S(=O)(=O)NC(=O)[C@@]1(OCCCC1)C